C(C)(C)(C)OC(=O)N1CC2(C1)CNC2.CN(C)CCC[Si](OC)(OC)OC [3-(N,N-dimethylamino)propyl]trimethoxysilane tert-butyl-2,6-diazaspiro[3.3]heptane-2-carboxylate